C(C([2H])([2H])[2H])(=O)N1[C@@H](CN(CC1)C(=O)OC(C)(C)C)C1=CC(=NC(=C1)Cl)Br tert-butyl (R)-4-(acetyl-d3)-3-(2-bromo-6-chloropyridin-4-yl)piperazine-1-carboxylate